5,5-Dimethyltetra-hydrofuran-3-amine CC1(CC(CO1)N)C